Methyl 2-((4-(6-((5-cyano-3-fluorothiophen-2-yl) methoxy) pyridin-2-yl)piperidin-1-yl)methyl)-1-(2-methoxyethyl)-1H-benzo[d]imidazole-6-carboxylate C(#N)C1=CC(=C(S1)COC1=CC=CC(=N1)C1CCN(CC1)CC1=NC2=C(N1CCOC)C=C(C=C2)C(=O)OC)F